perfluoro(3-oxapentane) FC(C(OC(C(F)(F)F)(F)F)(F)F)(F)F